BrCC(OCC)OCC 2-Bromo-1,1-diethoxyethane